4-chloro-10-[2,6-difluoro-4-({2-[(2-hydroxyethyl)amino]ethyl}amino)phenyl]-8-ethyl-6,8,10-triazatricyclo[9.4.0.02,7]pentadeca-1(11),2(7),3,5,12,14-hexaen-9-one ClC1=CC=2C=3C=CC=CC3N(C(N(C2N=C1)CC)=O)C1=C(C=C(C=C1F)NCCNCCO)F